C(CCCCCCC)(=O)SCCC[Si](OCC)(OCC)OCC 3-(octanoylthio)propyltriethoxysilane